FC1=C(N)C(=CC(=C1)C)F 2,6-difluoro-4-methyl-aniline